((1s,3s)-3-Hydroxy-3-methylcyclobutyl)(6-(3-methoxy-4-(trifluoromethyl)benzyl)-2-azaspiro[3.3]heptan-2-yl)methanone OC1(CC(C1)C(=O)N1CC2(C1)CC(C2)CC2=CC(=C(C=C2)C(F)(F)F)OC)C